CS(=O)(=O)NC1=CC=C(C=C1)C=1N=C(SC1)NC(CSC1=NC2=NC=CN=C2C(N1CCC1=CC=CC=C1)=O)=O N-(4-(4-(Methylsulfonamido)phenyl)thiazol-2-yl)-2-((4-oxo-3-phenethyl-3,4-dihydropteridin-2-yl)thio)acetamide